ClC1=C(C=CC=C1)[C@@H]1N(CCC(C1)(F)F)C1=C(C(=NC=C1)C(=O)N[C@H](C)\C=C\S(=O)(=O)C)F ((R)-2-(2-Chlorophenyl)-4,4-difluoropiperidin-1-yl)-3-fluoro-N-((R,E)-4-(methylsulfonyl)but-3-en-2-yl)picolinamide